Cl.Cl.N1CC(C1)N1CCOCC1 4-(3-Azetidinyl)morpholine dihydrochloride